pentanediol isophthalate C(C1=CC(C(=O)O)=CC=C1)(=O)O.C(CCCC)(O)O